magnesium chloride tetrakis(pentafluorophenyl)borate FC1=C(C(=C(C(=C1[B-](C1=C(C(=C(C(=C1F)F)F)F)F)(C1=C(C(=C(C(=C1F)F)F)F)F)C1=C(C(=C(C(=C1F)F)F)F)F)F)F)F)F.[Cl-].[Mg+2]